4,4'-methylen-bis[N-(1-methylpropyl)-3,3'-dimethylcyclohexaneamine] C(C1C(CC(CC1)NC(CC)C)(C)C)C1C(CC(CC1)NC(CC)C)(C)C